I[Hg-2](I)(I)I.[K+].[K+] potassium tetraiodomercury (II)